N(CCN(CC(=O)O)CC=1C(=NC=CC1)C(=O)O)CCN(CC(=O)O)CC=1C(=NC=CC1)C(=O)O ((azanediylbis(ethane-2,1-diyl))bis((carboxymethyl)azanediyl)bis(methylene))dipicolinic acid